FC1OC2(OC1)CCC1(OCCC1=O)CC2 fluoro-1,4,9-trioxadispiro[4.2.48.25]tetradecan-12-one